NCCNCCC[Si](OC)(OC)OC N-(2-Aminoethyl)(3-aminopropyl)trimethoxysilane